FC=1C=C(C=CC1)C(C)NC(=O)C1=CNC2=CC=CC=C12 N-(1-(3-fluorophenyl)ethyl)-1H-indole-3-carboxamide